C(C)OC1=CC=C(C=N1)C1=CN(C2=CC=C(C=C12)NS(=O)(=O)C1=CC=C(C(=O)NO)C=C1)C 4-(N-(3-(6-ethoxypyridin-3-yl)-1-methyl-1H-indol-5-yl)sulfamoyl)-N-hydroxybenzoamide